FC=1C=CC(=NC1C1=C(C(=C(C=C1)Cl)OC)F)C(=O)O 5-fluoro-6-(4-chloro-2-fluoro-3-methoxyphenyl)pyridine-2-carboxylic acid